BrC=1C=CC(=NC1[C@H]1N(CCC1)[C@H](C)C1=CC=C(C=C1)OC)NC(=O)C1CC1 N-(5-bromo-6-((S)-1-((R)-1-(4-methoxyphenyl)ethyl)pyrrolidin-2-yl)pyridin-2-yl)cyclopropanecarboxamide